[Na+].S(=O)(=O)([O-])C(C(=O)OCCCCCCCC(C)C)CC(=O)OCCCCCCCC(C)C di-isodecyl sulphosuccinate sodium salt